C(C)(C)(C)OC(=O)N1CC(=CCC1)C1=NC=CC(=C1)B(O)O (1'-(tert-butoxycarbonyl)-1',2',5',6'-tetrahydro-[2,3'-bipyridin]-4-yl)boronic acid